tert-butyl N-[8-(3-methoxy-4-nitro-pyrazol-1-yl)octyl]carbamate COC1=NN(C=C1[N+](=O)[O-])CCCCCCCCNC(OC(C)(C)C)=O